NC=1SC=C(N1)C=1N=NN(C1)[C@@H]1[C@H]([C@@H](SC=2C(=NC=C(C2)Cl)C#N)O[C@@H]([C@@H]1O)CO)OCC1=CC=CC=C1 5-chloro-2-cyanopyridin-3-yl 3-[4-(2-aminothiazol-4-yl)-1H-1,2,3-triazol-1-yl]-2-O-benzyl-3-deoxy-1-thio-alpha-D-galactopyranoside